(S)-N-(7-(2-(1-amino-2-(3,5-difluorophenyl)ethyl)-7-methoxy-4-oxoquinazolin-3(4H)-yl)-4-chloro-1-methyl-1H-indazol-3-yl)methanesulfonamide N[C@@H](CC1=CC(=CC(=C1)F)F)C1=NC2=CC(=CC=C2C(N1C=1C=CC(=C2C(=NN(C12)C)NS(=O)(=O)C)Cl)=O)OC